CC1C(CCCC1)C(COC)(COC)CCC(F)(F)F 2-(2-methylcyclohexyl)-2-(3,3,3-trifluoropropyl)-1,3-dimethoxypropane